NC1=CC=C(C=C1)CC1=CC=C(C=C1)N di-(4-aminophenyl)methane